(6-((5-bromo-2-((2-methoxy-5-(1-methyl-1H-pyrazol-4-yl)-4-(2-methyl-2,7-diazaspiro[3.5]nonan-7-yl)phenyl)amino)pyrimidin-4-yl)amino)quinoxalin-5-yl)dimethylphosphine oxide formate C(=O)O.BrC=1C(=NC(=NC1)NC1=C(C=C(C(=C1)C=1C=NN(C1)C)N1CCC2(CN(C2)C)CC1)OC)NC=1C(=C2N=CC=NC2=CC1)P(C)(C)=O